C(C)O[Si](CCCSSCCC[Si](OCC)(OCC)OCC)(OCC)OCC bis[3-(triethoxysilyl) propyl] disulphide